OC(CC=CCCCCCCCCO)CCCCCC 12-hydroxy-9-octadecen-1-ol